CC1C(CCC1)N1C(C2(C3=C1N=C(N=C3)NC3=CC=C(C=C3)S(=O)(=O)Cl)CC2)=O 4-[7'-(2-methylcyclopentyl)-6'-oxospiro[cyclopropane-1,5'-pyrrolo[2,3-d]pyrimidin]-2'-ylamino]benzenesulfonyl chloride